phosphinic chloride [PH2](=O)Cl